FC1([C@H](C1)CC=1C=C(C(=C(C1)N1C[C@@H](N(CC1)CC=1SC(=NN1)C)C)C=1N=NNN1)F)F 2-(((2S)-4-(5-(((S)-2,2-difluorocyclopropyl)methyl)-3-fluoro-2-(2H-tetrazol-5-yl)phenyl)-2-methylpiperazin-1-yl)methyl)-5-methyl-1,3,4-thiadiazole